(1-((5-fluoro-6-(trifluoromethyl)pyridin-3-yl)methyl)-1H-pyrazol-4-yl)methylamine hydrochloride Cl.FC=1C=C(C=NC1C(F)(F)F)CN1N=CC(=C1)CN